3-[2-(trifluoromethyl)-4'-fluorobenzhydryloxy]-N-(tert-butyl)azetidine-1-carboxamide FC(C1=C(C(C2=CC=C(C=C2)F)OC2CN(C2)C(=O)NC(C)(C)C)C=CC=C1)(F)F